C(C1=CC=CC=C1)OCCOCCCOCC=1SC(=CN1)Br 2-[3-(2-benzyloxyethoxy)propoxymethyl]-5-bromo-thiazole